C(CCC)N(C=1N=C(C2=C(N1)OC1=C(C=CC(=C1)N(CCCCC)CCCCC)C21OC(C2=CC=CC=C12)=O)C)CCCC 2-di-n-butylamino-8-di-n-pentylamino-4-methyl-spiro[5H-[1]benzopyrano[2,3-d]pyrimidin-5,1'(3'H)-isobenzofuran]-3'-one